(R)-1-(7-chloro-5-cyclopropyl-8-fluoro-2-(methylthio)pyrido[4,3-d]pyrimidin-4-yl)piperidine ClC1=C(C=2N=C(N=C(C2C(=N1)C1CC1)N1CCCCC1)SC)F